2-{[6-({[(3-fluorocyclobutyl)methyl]amino}methyl)imidazo[1,2-a]pyridin-2-yl]methyl}-5-[3-(4-fluoropiperidin-1-yl)azetidin-1-yl]-1,2-dihydro-2,7-naphthyridin-1-one FC1CC(C1)CNCC=1C=CC=2N(C1)C=C(N2)CN2C(C1=CN=CC(=C1C=C2)N2CC(C2)N2CCC(CC2)F)=O